3-amino-2-methylpropyl-(didodecyloxymethylsilane) NCC(C[SiH2]C(OCCCCCCCCCCCC)OCCCCCCCCCCCC)C